[C@@H]1([C@H](O)[C@H](O)[C@@H](O)[C@@H](O1)C)C(C(=O)[O-])(C(CCCCCCC)O)C(C(CCCCCCCC)O)=O α-L-rhamnosyl-β-hydroxydecanoyl-β-hydroxydecanoate